P(OC1=CC=C(C=C1)C1=CC=C(C=C1)OP[O-])[O-] 1,1-biphenyl-4,4'-diyl bisphosphonite